ClC=1C(=NC=CC1C1=NC(=C(C=C1)CN(C(OC(C)(C)C)=O)C[C@H]1NC(CC1)=O)OC)C1=C(C(=CC=C1)NC(C1=NC=C(C=C1)CN1C[C@@H](CC1)O)=O)C tert-Butyl ((3'-chloro-2'-(3-(5-(((R)-3-hydroxypyrrolidin-1-yl)methyl)picolinamido)-2-methylphenyl)-6-methoxy-[2,4'-bipyridin]-5-yl)methyl)(((S)-5-oxopyrrolidin-2-yl)methyl)carbamate